Methyl 4-((1H-pyrazol-1-yl)methyl)-2,3-dimethoxybenzoate N1(N=CC=C1)CC1=C(C(=C(C(=O)OC)C=C1)OC)OC